2-benzyloxycyclobutanone C(C1=CC=CC=C1)OC1C(CC1)=O